6-(4-(4-(dimethylcarbamoyl)piperazin-1-yl)phenyl)pyrazine-2-carboxylic acid CN(C(=O)N1CCN(CC1)C1=CC=C(C=C1)C1=CN=CC(=N1)C(=O)O)C